amino-p-tertbutyl-phenol NC1=C(C=CC(=C1)C(C)(C)C)O